C(C)(C)(C)OC(=O)NCC(=O)NC[C@@H](C(=O)OC)NC(C1=C(C=C(C=C1Cl)N1CCOCC1)Cl)=O (S)-methyl 3-(2-(tert-butoxycarbonylamino)acetamido)-2-(2,6-dichloro-4-morpholinobenzamido)propanoate